(S)-7-(1-methoxypropane-2-yl)-7H-pyrrolo[2,3-d]pyrimidine-6-carbonitrile COC[C@H](C)N1C(=CC2=C1N=CN=C2)C#N